4H-benzo[e][1,2]oxazine O1N=CCC2=C1C=CC=C2